N-benzyloxycarbonyl-O-methanesulfonyl-L-homoserine methyl ester COC([C@@H](NC(=O)OCC1=CC=CC=C1)CCOS(=O)(=O)C)=O